methyl-2-phenyl-1-(3-phenylpropyl)-1H-benzo[d]Imidazole CC1=CC=CC=2N(C(=NC21)C2=CC=CC=C2)CCCC2=CC=CC=C2